6-(3,5-dimethylisoxazol-4-yl)-1-(4-fluorobenzyl)-1H-imidazo[4,5-b]pyridin-2(3H)-one CC1=NOC(=C1C=1C=C2C(=NC1)NC(N2CC2=CC=C(C=C2)F)=O)C